C1OCC12CN(C2)CCOC2=C1C(=NC(=C2)C2=CN(C3=CN=C(C=C32)NC(C)=O)C)C3(OCC1)COCC3 N-(3-(4'-(2-(2-oxa-6-azaspiro[3.3]heptan-6-yl)ethoxy)-4,5,5',6'-tetrahydro-2H-spiro[furan-3,8'-pyrano[3,4-b]pyridin]-2'-yl)-1-methyl-1H-pyrrolo[2,3-c]pyridin-5-yl)acetamide